CN(C=1C=C(C(=O)NCCC2=CC(=NO2)C(=O)NO)C=CC1)C 5-(2-(3-(dimethylamino)benzamido)ethyl)-N-hydroxyisoxazole-3-carboxamide